C(CCCCCCCCCC(=O)O)(=O)O.NCCCCCCN hexamethylenediamine undecanedioate